(4-fluorophenyl)(3-(((6-methoxynaphthalen-2-yl)oxy)methyl)-3-(1H-tetrazol-5-yl)azetidin-1-yl)methanone FC1=CC=C(C=C1)C(=O)N1CC(C1)(C1=NN=NN1)COC1=CC2=CC=C(C=C2C=C1)OC